N-(4-{[6-(5-Chloro-2-Fluorophenyl)-3-Methylpyridazin-4-yl]Amino}Pyridin-2-yl)-3-(4-Hydroxypiperidin-1-yl)Propanamid ClC=1C=CC(=C(C1)C1=CC(=C(N=N1)C)NC1=CC(=NC=C1)NC(CCN1CCC(CC1)O)=O)F